C(C)(C)(C)OC(NC1=NC=C(C(=C1)Cl)N1CCC(CC1)(F)F)=O (4-chloro-5-(4,4-difluoropiperidin-1-yl)pyridin-2-yl)carbamic acid tert-butyl ester